4-methoxypiperidine-3-yl-carbamic acid tert-butyl ester C(C)(C)(C)OC(NC1CNCCC1OC)=O